3-amino-5-methylpyridine hydrochloride Cl.NC=1C=NC=C(C1)C